[Si](C)(C)(C(C)(C)C)OC1=CC=C(C=C1)CC(C(OCC)OCC)=O 3-(4-((tert-butyldimethylsilyl)oxy)phenyl)-1,1-diethoxypropan-2-one